3-amino-N-(2-{9-amino-4-methyl-1-oxa-7-azaspiro[4.4]nonan-7-yl}-3-fluoro-5,6,7,8-tetrahydroquinolin-6-yl)-5-fluoro-6-methylthieno[2,3-b]pyridine-2-carboxamide NC1=C(SC2=NC(=C(C=C21)F)C)C(=O)NC2CC=1C=C(C(=NC1CC2)N2CC1(C(CCO1)C)C(C2)N)F